FC1=CC(=C2C=CN(C2=C1)S(=O)(=O)C1=CC=C(C)C=C1)CCO 6-fluoro-4-(2-hydroxyethyl)-1-tosyl-1H-indol